ONC(=N)C=1C=C(SC1)CCNC(OC(C)(C)C)=O tert-butyl (2-(4-(N-hydroxycarbamimidoyl)thiophen-2-yl)ethyl)carbamate